4-AminoPyrimidine methyl-N-[4-methyl-5-({4-[(2S)-2-({8-[5-(4-methylpiperazin-1-yl)pyridin-3-yl]quinazolin-4-yl}amino)propyl]piperazin-1-yl}sulfonyl)-1,3-thiazol-2-yl]carbamate COC(NC=1SC(=C(N1)C)S(=O)(=O)N1CCN(CC1)C[C@H](C)NC1=NC=NC2=C(C=CC=C12)C=1C=NC=C(C1)N1CCN(CC1)C)=O.NC1=NC=NC=C1